C(C)(C)(C)OC(C1=CC=NC(=C1)C(NC)=O)=O 6-(methylcarbamoyl)Isonicotinic acid tert-butyl ester